N[C@@H](CCCCN)C[O-].[Zn+2].N[C@@H](CCCCN)C[O-] zinc lysinolate